3-(5-fluoro-1-methyl-6-(piperidin-4-yl)-1H-indazol-3-yl)piperidine-2,6-dione hydrochloride Cl.FC=1C=C2C(=NN(C2=CC1C1CCNCC1)C)C1C(NC(CC1)=O)=O